C1CC12CCN(CC2)C2=C(N)C=CC(=C2)C(F)(F)F 2-(6-azaspiro[2.5]oct-6-yl)-4-(trifluoromethyl)aniline